phenyl-3-(pyridin-3-yl-methyl)-1,3-diazaspiro[4.5]decan C1(=CC=CC=C1)N1CN(CC12CCCCC2)CC=2C=NC=CC2